BrC=1C=CC(=C(C(=O)O)C1)NC1=C(C=NC2=CC=C(C=C12)Cl)S(=O)(=O)N1CCOCC1 5-bromo-2-[(6-chloro-3-morpholinesulfonyl-4-quinolinyl)amino]benzoic acid